tert-butyl N-[2-(2-aminoethoxy) ethyl]carbamate NCCOCCNC(OC(C)(C)C)=O